4-(2,4-difluorophenoxy)-3-(6-methyl-7-oxo-6,7-dihydro-1H-pyrrolo[2,3-c]pyridin-4-yl)-N-(pyrimidin-2-yl)benzamide FC1=C(OC2=C(C=C(C(=O)NC3=NC=CC=N3)C=C2)C=2C3=C(C(N(C2)C)=O)NC=C3)C=CC(=C1)F